dimethyl-propoxysilane C[SiH](OCCC)C